ClC1=C(C(=C(C(=C1Cl)SC=C)Cl)Cl)SC1=C(C(=C(C(=C1Cl)Cl)SC=C)Cl)Cl bis(2,3,5,6-tetrachloro-4-(vinylthio) phenyl) sulfide